1-(nitrobenzyl)-1H-pyrazol-4-amine [N+](=O)([O-])C(C1=CC=CC=C1)N1N=CC(=C1)N